C(C)C=1N(C=CC(C1O)=C=O)NC(\C=C\C1=CC(=CC=C1)F)=O (trans)-N-(2-ethyl-3-hydroxy-4-carbonylpyridin-1(4H)-yl)-3-(3-fluorophenyl)acrylamide